ClC=1C=C(C=CC1)C12C(N(C(C2C1)=C)C1=CC=CC=C1)=O 1-(3-chlorophenyl)-4-methylene-3-phenyl-3-azabicyclo[3.1.0]hexan-2-one